BrC=1C(=NC(=CC1)Br)C=O 3,6-dibromopyridinecarboxaldehyde